ClC(C(=O)C1=CC=CC=C1)C(Cl)Cl 2,3,3-trichloro-1-phenylpropan-1-one